C(C)(C)(C)OC(=O)N1CCC(=CC1)C=1C=NC(=CC1)Br.ClC1=C(CN2CCN(C3=CC=CC=C23)C(CN2CCN(CC2)C)=O)C=CC=C1 1-(4-(2-Chlorobenzyl)-3,4-dihydroquinoxalin-1(2H)-yl)-2-(4-methylpiperazin-1-yl)ethan-1-one tert-butyl-6-bromo-3',6'-dihydro-[3,4'-bipyridine]-1'(2'H)-carboxylate